N1(C=NC=C1)C(=O)OC(CF)(C)C 1-Fluoro-2-methylpropan-2-yl 1H-imidazole-1-carboxylate